O-((S)-3-hydroxybutyl)-L-serine O[C@H](CCOC[C@H](N)C(=O)O)C